ClC=1C=C(C=NC1)NC(OCC1OC2=C(C3=C(N=C(S3)C3=C4N=CC(=NC4=CC(=C3)C)OC)C(=C2)C)OC1)=O (2-(2-methoxy-7-methylquinoxalin-5-yl)-4-methyl-7,8-dihydro-[1,4]dioxino[2',3':3,4]benzo[1,2-d]thiazol-7-yl)methyl (5-chloropyridin-3-yl)carbamate